C(CCCCCC\C=C/CCCCCCCC)C(O[Si](OCCCCCCN(CCO)CCO)(C)C)OCC(CCCCCCCC)CCCCCC (Z)-13-(heptadec-8-en-1-yl)-16-hexyl-3-(2-hydroxyethyl)-11,11-dimethyl-10,12,14-trioxa-3-aza-11-silatetracosan-1-ol